1-(3-Hydroxybenzyl)-3-[4-(pyridin-4-yl)thiazol-2-yl]urea OC=1C=C(CNC(=O)NC=2SC=C(N2)C2=CC=NC=C2)C=CC1